(3,3-difluoroazetidin-1-yl)(3-(3,7-dimethylocta-2,6-dien-1-yl)-2,4-dihydroxy-6-pentylphenyl)methanone FC1(CN(C1)C(=O)C1=C(C(=C(C=C1CCCCC)O)CC=C(CCC=C(C)C)C)O)F